Bicyclo[4.4.0]dec-2-ene C12C=CCCC2CCCC1